(2S,4R)-4-METHYL-2-(2-METHYLBUT-1-EN-1-YL)TETRAHYDRO-2H-PYRAN C[C@H]1C[C@H](OCC1)C=C(CC)C